4-[5-(1-Methylpyrazol-4-yl)-3-[2-(4-methyltriazol-1-yl)ethyl]imidazol-4-yl]benzonitrile CN1N=CC(=C1)C1=C(N(C=N1)CCN1N=NC(=C1)C)C1=CC=C(C#N)C=C1